1,6-dimethyl-4-[trans-3-methyl-4-(3-methyl-5-piperazin-1-yl-2-pyridinyl)-1-piperidinyl]pyrazolo[3,4-b]pyridine CN1N=CC=2C1=NC(=CC2N2C[C@H]([C@@H](CC2)C2=NC=C(C=C2C)N2CCNCC2)C)C